4-[2-Oxo-2-[4-(2-oxo-3H-benzimidazol-1-yl)-1-piperidinyl]ethyl]benzonitrile O=C(CC1=CC=C(C#N)C=C1)N1CCC(CC1)N1C(NC2=C1C=CC=C2)=O